C(C)C1=C(C=2C=CC3=CC=CC=C3C2C=C1)C1=CC=CC=C1 eth-ylphenylphenanthrene